ClC1=CC2=C(N=C(S2)C2=NN=C3N2CCN([C@@H]3C)C(=O)C3=CC=C(C=C3)F)C=C1 (R)-(3-(6-chlorobenzo[d]thiazol-2-yl)-8-methyl-5,6-dihydro-[1,2,4]triazolo[4,3-a]pyrazin-7(8H)-yl)(4-fluorophenyl)methanone